(R)-4-(1-fluoro-1-((3-fluorophenyl)sulfonyl)ethyl)piperidine F[C@](C)(S(=O)(=O)C1=CC(=CC=C1)F)C1CCNCC1